2-[[4-[[(1Z)-2-ethoxy-3,3,3-trifluoro-1-propen-1-yl]oxy]phenyl]methyl]-N-(2-propyn-1-yloxy)-6-pyridinecarboxamide C(C)O\C(=C/OC1=CC=C(C=C1)CC1=NC(=CC=C1)C(=O)NOCC#C)\C(F)(F)F